N[C@H]1CN(CC[C@H]1F)C(=O)OCC1=CC=CC=C1 (3S,4R)-benzyl 3-amino-4-fluoropiperidine-1-carboxylate